N\C(=C\1/C(NC2=CC=C(C=C12)Br)=O)\C1=NC=C(C(=C1)O)Br (Z)-3-(amino(5-bromo-4-hydroxypyridin-2-yl)methylene)-5-bromoindolin-2-one